1-(tetrahydro-2H-pyran-2-yl)-5-(tributylstannyl)-3-(trifluoromethyl)-1H-pyrazole O1C(CCCC1)N1N=C(C=C1[Sn](CCCC)(CCCC)CCCC)C(F)(F)F